2,6-diphenyl-aniline C1(=CC=CC=C1)C1=C(N)C(=CC=C1)C1=CC=CC=C1